P(OCCCCCC(C)C)(OC1=CC=CC=C1)OC1=CC=CC=C1 iso-octyl diphenyl phosphite